ClC=1C2=CN(N=C2C=CC1C=1N(N=C2N=C(N(C(C21)=O)C)N2C1CC(CC2CC1)NC(OC(C)(C)C)=O)CC1=CC=C(C=C1)OC)C tert-Butyl N-[endo-8-[3-(4-chloro-2-methyl-2H-indazol-5-yl)-2-[(4-methoxyphenyl)methyl]-5-methyl-4-oxo-2H,4H,5H-pyrazolo[3,4-d]pyrimidin-6-yl]-8-azabicyclo[3.2.1]octan-3-yl]carbamate